2-(3-chloro-1-methyl-1H-pyrazol-4-yl)-N-(7-chloro-6-(1-((3R,4R)-4-hydroxy-3-methyltetrahydrofuran-3-yl)piperidin-4-yl)isoquinolin-3-yl)acetamide ClC1=NN(C=C1CC(=O)NC=1N=CC2=CC(=C(C=C2C1)C1CCN(CC1)[C@@]1(COC[C@@H]1O)C)Cl)C